tert-butyl (3-(4-bromo-5-(difluoromethoxy)-2-((4-methylphenyl)sulfonamido)phenyl)prop-2-yn-1-yl)carbamate BrC1=CC(=C(C=C1OC(F)F)C#CCNC(OC(C)(C)C)=O)NS(=O)(=O)C1=CC=C(C=C1)C